ClC=1C=2N(C=CC1)C(=NN2)NC2=CC=CC=C2 8-chloro-N-phenyl-[1,2,4]triazolo[4,3-a]pyridin-3-amine